benzyl-3-hydroxypyridine chloride [Cl-].C(C1=CC=CC=C1)C1=NC=CC=C1O